benzotriazole-1-yloxy-tris(dimethylamino)-phosphonium hexafluorophosphate F[P-](F)(F)(F)(F)F.N1(N=NC2=C1C=CC=C2)O[P+](N(C)C)(N(C)C)N(C)C